4-((3,5-dicyclohexylphenyl)(methyl)amino)-3-(trifluoromethoxy)benzoic acid C1(CCCCC1)C=1C=C(C=C(C1)C1CCCCC1)N(C1=C(C=C(C(=O)O)C=C1)OC(F)(F)F)C